C(=C)C1=CC=CC=2C3=CC=CC=C3NC12 monovinylcarbazole